C(#N)C1=CC2=CC(=CC=C2C=C1)C#N 2,7-dicyanonaphthalene